2-(azidomethyl)-5-(trifluoromethyl)imidazo[1,2-a]Pyridine N(=[N+]=[N-])CC=1N=C2N(C(=CC=C2)C(F)(F)F)C1